3,4-dihydroxyphenylpropionate OC=1C=C(C=CC1O)OC(CC)=O